4-((4-(3-((2,6-dioxopiperidin-3-yl)amino)phenyl)piperidin-1-yl)methyl)piperidin O=C1NC(CCC1NC=1C=C(C=CC1)C1CCN(CC1)CC1CCNCC1)=O